(2S,3S)-3-(4-chlorophenyl)-3-[(1R)-1-(4-chlorophenyl)-7-fluoro-5-[(1S)-1-hydroxy-1-(oxazolidin-4-yl)propyl]-1-methoxy-3-oxo-2,3-dihydro-1H-isoindol-2-yl]-2-methylpropanoic acid ClC1=CC=C(C=C1)[C@H]([C@@H](C(=O)O)C)N1[C@@](C2=C(C=C(C=C2C1=O)[C@@](CC)(C1NCOC1)O)F)(OC)C1=CC=C(C=C1)Cl